C1(=CC=CC=C1)OP(OC1=CC=CC=C1)OC1=CC=CC=C1 TRIPHENYLPHOSPHIT